4-(2-hydroxyethanesulfonylamino)-2-(spiro[2.5]oct-5-en-6-yl)-N-((1S,4S)-1,2,3,4-tetrahydro-1,4-methylenebenzo[4,5]imidazo[1,2-a]pyridin-6-yl)benzamide OCCS(=O)(=O)NC1=CC(=C(C(=O)NC2=CC=CC3=C2N=C2N3[C@H]3CC[C@H]2C3)C=C1)C1=CCC3(CC3)CC1